COC1=NC(=CC=N1)C(F)(F)F 2-methoxy-6-(trifluoromethyl)-pyrimidine